N-(6-(2-chloro-5-fluorobenzoyl)-7-cyano-2-methyl-3-(3,3,3-trifluoropropyl)-2H-indazol-5-yl)-3-fluoro-5-(trifluoromethyl)benzamide ClC1=C(C(=O)C=2C(=CC3=C(N(N=C3C2C#N)C)CCC(F)(F)F)NC(C2=CC(=CC(=C2)C(F)(F)F)F)=O)C=C(C=C1)F